COC(=O)C1=C(OC(=O)OC2=C(C(=O)OC)C=CC=C2)C=CC=C1 methyl 2-(2-methoxycarbonylphenoxy)carbonyloxybenzoate